C(C1=CC=CC=C1)OC(N(C1=NC=C(C=N1)C=1C=NC(=NC1)OC)[C@@H]1CC[C@H](CC1)NC1=NC=C(C(=N1)N1CC(C1)(C)O)C#N)=O benzyl(trans-4-((5-cyano-4-(3-hydroxy-3-methylazetidin-1-yl)pyrimidin-2-yl)amino)cyclohexyl)(2'-methoxy-5,5'-bipyrimidin-2-yl)carbamate